1-[dimethyl-(vinyl)silyl]-4-butylpiperazine C[Si](N1CCN(CC1)CCCC)(C=C)C